4-tertiary butyl-thiophenol C(C)(C)(C)C1=CC=C(C=C1)S